(R)-10-chloro-1-fluoro-6-isopropyl-9-(3-methoxypropoxy)-2-oxo-6,7-dihydro-2H-pyrido[2,1-a]isoquinoline-3-carboxylic acid ClC1=C(C=C2C[C@@H](N3C(C2=C1)=C(C(C(=C3)C(=O)O)=O)F)C(C)C)OCCCOC